(S)-8'-methyl-2',3',4,5-tetrahydro-2H-spiro[furan-3,4'-pyrido[2,3-b][1,4,5]oxathiazepine] 1',1'-dioxide CC1=CC2=C(O[C@@]3(CNS2(=O)=O)COCC3)N=C1